N2,N2-diethylglycinamide trifluoroacetate salt FC(C(=O)O)(F)F.C(C)N(CC(=O)N)CC